OCC=1C=C(C(=O)OC)C=CC1OC methyl 3-(hydroxymethyl)-4-methoxy-benzoate